C(#C)C=1C=CC=C2C=CC=C(C12)N1C(=C2C(C(=NC=N2)N2CCN(CC2)C(C=C)=O)=CC1)F 1-(4-(7-(8-ethynylnaphthalen-1-yl)-8-fluoropyrido[4,3]pyrimidin-4-yl)piperazin-1-yl)prop-2-en-1-one